NC=1C=C(C#N)C=CC1N1C[C@@H](CCC1)F (R)-3-amino-4-(3-fluoropiperidin-1-yl)benzonitrile